methyl 3-(9-((4-(((tert-butoxycarbonyl)amino)methyl)-2-(isopentyloxy)phenyl)carbamoyl)-4,5-dihydrobenzo[b]thieno[2,3-d]oxepin-8-yl)-6-(propylcarbamoyl)picolinate C(C)(C)(C)OC(=O)NCC1=CC(=C(C=C1)NC(=O)C1=CC2=C(OCCC3=C2SC=C3)C=C1C=1C(=NC(=CC1)C(NCCC)=O)C(=O)OC)OCCC(C)C